C(N)(=O)NCCC[C@H](N)C(=O)O N5-carbamoylornithine